C[C@H](CCCC(C)C)[C@H]1CC[C@@H]2[C@@]1(CC[C@H]3[C@H]2[C@@H](C[C@H]4[C@@]3(CCC(=O)C4)C)O)C The molecule is a 3-oxo-5beta-steroid that is 5beta-cholestan-3-one bearing an additional hydroxy substituent at position 7alpha. It has a role as a human metabolite and a mouse metabolite. It is a 7alpha-hydroxy steroid and a 3-oxo-5beta-steroid. It derives from a hydride of a 5beta-cholestane.